7-chloro-1-(4-ethyl-1,3-thiazol-2-yl)-5-methyl-4-oxo-1,4-dihydro-1,8-naphthyridine-3-carboxylic acid ethyl ester C(C)OC(=O)C1=CN(C2=NC(=CC(=C2C1=O)C)Cl)C=1SC=C(N1)CC